F[C@@H]1C2=CC(C=C[C@@]2([C@]2([C@H](C[C@@]3([C@](CC[C@H]3[C@@H]2C1)(C(O)=S)O)C)O)F)C)=O (6S,8S,9R,10S,11S,13S,14S,17R)-6,9-difluoro-11,17-dihydroxy-10,13-dimethyl-3-oxo-6,7,8,9,10,11,12,13,14,15,16,17-dodecahydro-3H-cyclopenta[a]phenanthrene-17-carbothioic acid